C1(=C(C(=CC=C1)C)C)[C@](C(=O)O)(O)[C@H](O)C(=O)O xylyl-D-tartaric acid